4-[(3S)-3-(hydroxymethyl)piperazin-1-yl]pyrrolidin-2-one OC[C@@H]1CN(CCN1)C1CC(NC1)=O